NN1C(=NC(=C1C(=O)OC)C1=CC=C(C=C1)OC1=CC=CC=C1)C(CCO[Si](C)(C)C(C)(C)C)C1CN(CC1)C(=O)OC(C)(C)C methyl 1-amino-2-(1-(1-(tert-butoxycarbonyl) pyrrolidin-3-yl)-3-((tert-butyldimethylsilyl) oxy) propyl)-4-(4-phenoxyphenyl)-1H-imidazole-5-carboxylate